(1S,3S)-N-(3-bromophenyl)-N-((4-(3-(tert-butyl)-1,2,4-oxadiazol-5-yl)bicyclo[2.2.1]heptan-1-yl)methyl)-3-hydroxy-3-(trifluoromethyl)cyclobutane-1-carboxamide BrC=1C=C(C=CC1)N(C(=O)C1CC(C1)(C(F)(F)F)O)CC12CCC(CC1)(C2)C2=NC(=NO2)C(C)(C)C